C1=CC=CC=2C3=CC=CC=C3C(C12)COC(=O)N([C@@H](C(=O)OC)CCI)C methyl (2R)-2-({[(9H-fluoren-9-yl)methoxy]carbonyl}(methyl)amino)-4-iodobutanoate